CC1=C(N=C(C(=C1C(=O)O)OC)OC)OC Methyl-2,3,6-trimethoxyisonicotinic acid